C(CC)N(CCC)CCC.OCCS(=O)(=O)O 2-hydroxyethanesulfonic acid tripropylamine salt